NC1=C(C=CC(=C1)N1CC(C=2N=CN=C(C21)N)(C)CC(C)C)O 2-Amino-4-(4-amino-7-isobutyl-7-methyl-6,7-dihydro-5H-pyrrolo[3,2-d]pyrimidin-5-yl)-phenol